N-((1,2,3,5,6,7-hexahydro-s-indacen-4-yl)carbamoyl)-2,2-dimethyl-2,3-dihydropyrazolo[5,1-b]oxazole-7-sulfonimidamide C1CCC2=C(C=3CCCC3C=C12)NC(=O)NS(=O)(=N)C=1C=NN2C1OC(C2)(C)C